(2,3-dioleoxypropyl)-trimethylammonium chloride [Cl-].C(CCCCCCC\C=C/CCCCCCCC)OC(C[N+](C)(C)C)COCCCCCCCC\C=C/CCCCCCCC